C(C)OC1=CC(N(C=C1C=1C=NNC1)C)=O 4-ethoxy-1-methyl-5-(1H-pyrazol-4-yl)pyridin-2(1H)-one